7-chloro-1-(4-(morpholinylmethyl)phenyl)-1,4-dihydrothiochromeno[4,3-c]pyrazole-3-carboxylic acid ethyl ester 5,5-dioxide C(C)OC(=O)C=1C2=C(N(N1)C1=CC=C(C=C1)CN1CCOCC1)C=1C=CC(=CC1S(C2)(=O)=O)Cl